COC=1N=C2C(=CC=NC2=CC1OC)OC1=C(C=C(C=N1)NC(=O)C1(CC1)C(=O)NC1=CC=C(C=C1)F)C(F)(F)F 1-N'-[6-[(6,7-dimethoxy-1,5-naphthyridin-4-yl)oxy]-5-(trifluoromethyl)pyridin-3-yl]-1-N-(4-fluorophenyl)cyclopropane-1,1-dicarboxamide